(5-amino-7-methoxyimidazo[1,2-c]quinazolin-2-yl)(4-methylpiperidin-1-yl)methanone NC1=NC=2C(=CC=CC2C=2N1C=C(N2)C(=O)N2CCC(CC2)C)OC